2-(2-methoxyphenyl)-2,8-diazaspiro[4.5]decane-8-carboxylic acid tert-butyl ester C(C)(C)(C)OC(=O)N1CCC2(CCN(C2)C2=C(C=CC=C2)OC)CC1